ethyl 2-{3-[(1,3-benzothiazol-2-yl)amino]-cyclopropyl-5H,6H,7H-pyrrolo[2,3-c]pyridazin-7-yl}-1,3-thiazole-4-carboxylate S1C(=NC2=C1C=CC=C2)NC2CC2C2=CC1=C(N=N2)N(CC1)C=1SC=C(N1)C(=O)OCC